phenylformic acid ethyl ester C(C)OC(=O)C1=CC=CC=C1